ClC=1C=C(CNC(C(C)(C)C2=NC=CC(=C2)F)=O)C=C(C1C1C(NC(CC1)=O)=O)F N-(3-chloro-4-(2,6-dioxopiperidin-3-yl)-5-fluorobenzyl)-2-(4-fluoropyridin-2-yl)-2-methylpropanamide